5-(4-amino-2-{4-[(2-fluoroacrylamido)]phenyl}-7-{[(2S)-tetrahydrofuran-2-yl]ethynyl}-1-methylpyrrolo[3,2-c]pyridin-3-yl)-3-chloro-N-[(fluorocyclopropyl)methyl]pyridine-2-carboxamide NC1=NC=C(C2=C1C(=C(N2C)C2=CC=C(C=C2)NC(C(=C)F)=O)C=2C=C(C(=NC2)C(=O)NCC2(CC2)F)Cl)C#C[C@H]2OCCC2